FC(C=1C(=C(C=CC1)C(C)N)F)([C@H]1OCCC1)F 1-(3-(difluoro((S)-tetrahydrofuran-2-yl)methyl)-2-fluorophenyl)ethanamine